NC1CC(N(C1)C1=CC=C(C=C1)S(=O)(=O)N1CCN(CC1)C1=NC(=CC(=C1)C(C1=CC=NC=C1)(F)F)Cl)=O 4-Amino-1-[4-[4-[6-chloro-4-[difluoro(4-pyridyl)methyl]-2-pyridyl]piperazin-1-yl]sulfonylphenyl]pyrrolidin-2-one